3-[3-(23,29-difluoro-6,10,10-trimethyl-13-oxo-25-oxa-3,12,20,31-tetrazapentacyclo-[24.3.1.12,5.016,24.017,21]hentriaconta-1(30),2,4,16,18,21,23,26,28-nonaen-6-yl)phenyl]propanoic acid FC=1C=C2NC=CC2=C2CCC(NCC(CCCC(C3=CN=C(C=4C(=CC=C(OC12)C4)F)N3)(C)C=3C=C(C=CC3)CCC(=O)O)(C)C)=O